hexane-2,4-dione 2,2,2-trifluoroacetate FC(C(=O)O)(F)F.CC(CC(CC)=O)=O